2-(tert-butyl)-N-(2-methyl-4-(3-(3-(methylamino)piperidin-1-yl)pyridin-4-yl)benzyl)oxazole-4-carboxamide C(C)(C)(C)C=1OC=C(N1)C(=O)NCC1=C(C=C(C=C1)C1=C(C=NC=C1)N1CC(CCC1)NC)C